(2-((5-(1,4-dimethyl-1H-pyrazol-5-yl)pyridin-2-yl)amino)-2-oxo-1-((1r,4r)-4-(trifluoromethyl)cyclohexyl)ethyl)carbamic acid tert-butyl ester C(C)(C)(C)OC(NC(C(=O)NC1=NC=C(C=C1)C1=C(C=NN1C)C)C1CCC(CC1)C(F)(F)F)=O